C(C)OC(=O)C=1C2=C(NN1)OCCC2.C(C)(C)(C)C=2C(=C(C=C(C2)CCC(=O)OCCCCCCCC)N2N=C1C(=N2)C=CC(=C1)Cl)O 2-(3-t-butyl-2-hydroxy-5-(2-octyloxycarbonylethyl)phenyl)-5-chloro-2H-benzotriazole Ethyl-1,4,5,6-tetrahydropyrano[2,3-c]pyrazole-3-carboxylate